FC(C1=CC=C(C=C1)C=1N(C(=CN1)C)CC1=C(OCCC[C@H](CC(=O)OCC)C)C=CC=C1)F ethyl (R)-6-(2-((2-(4-(difluoromethyl) phenyl)-5-methyl-1H-imidazol-1-yl) methyl) phenoxy)-3-methylhexanoate